methyl 4-((2-(((1H-benzo[d]imidazol-2-yl)thio)methyl)-3-methylpyridin-4-yl)oxy)-3-methoxybenzoate N1C(=NC2=C1C=CC=C2)SCC2=NC=CC(=C2C)OC2=C(C=C(C(=O)OC)C=C2)OC